FC1=C(C(=CC2=CN(N=C12)C)C=1N=C(C2=C(N1)N=CC(=C2)N2C[C@H](N([C@H](C2)C)C(=O)OC(C)(C)C)C)OC)OCOC tert-butyl (2R,6S)-4-{2-[7-fluoro-6-(methoxymethoxy)-2-methylindazol-5-yl]-4-methoxypyrido[2,3-d]pyrimidin-6-yl}-2,6-dimethylpiperazine-1-carboxylate